FC(C=1C=C(C=CC1)NC(=O)[N-]C1=C[N+](=NO1)CC1=NC=C(C=C1)C=1C(=NN(C1C)C)C)(F)F ((3-(trifluoromethyl)phenyl)carbamoyl)(3-((5-(1,3,5-trimethyl-1H-pyrazol-4-yl)pyridin-2-yl)methyl)-1,2,3-oxadiazol-3-ium-5-yl)amide